6-chloro-4-((6-(pivaloylamino)-3-((methyl-d3)-sulfanyl)pyridin-2-yl)amino)-N-(methyl-d3)pyridazine-3-carboxamide ClC1=CC(=C(N=N1)C(=O)NC([2H])([2H])[2H])NC1=NC(=CC=C1SC([2H])([2H])[2H])NC(C(C)(C)C)=O